C(C)OCC1=C(C=CC=C1)C=1C(=CC=CC1)S(=O)(=O)N 2'-(ethoxymethyl)-[1,1'-biphenyl]-2-sulfonamide